ClC=1C=C(C=CC1)N1CCOC2=C(C1=O)C=C(C=C2)OC2=CC(=NC=C2)C=2C=NN(C2)C 4-(3-chlorophenyl)-7-{[2-(1-methylpyrazol-4-yl)-4-pyridyl]oxy}-2,3-dihydro-1,4-benzoxazepin-5-one